6-(cyclopropanecarboxamido)-4-((3-(5-(2-hydroxypropan-2-yl)pyrazin-2-yl)-2-methoxyphenyl)amino)-N-(methyl-d3)pyridazine-3-carboxamide C1(CC1)C(=O)NC1=CC(=C(N=N1)C(=O)NC([2H])([2H])[2H])NC1=C(C(=CC=C1)C1=NC=C(N=C1)C(C)(C)O)OC